C(#N)N1[C@H]2[C@@H](C[C@@H]1CC2)NC(=O)C=2C=C1C=NN(C1=CC2C)C2=NC(=CC=C2)C2CC2 N-((1R,2R,4S)-7-cyano-7-azabicyclo[2.2.1]heptan-2-yl)-1-(6-cyclopropyl-2-pyridinyl)-6-methyl-1H-indazole-5-carboxamide